trans-4-((4-Amino-5-(pyrazolo[1,5-a]pyridin-5-yl)pyrrolo[2,1-f][1,2,4]triazin-2-yl)amino)-1-methylcyclohexan-1-ol NC1=NC(=NN2C1=C(C=C2)C2=CC=1N(C=C2)N=CC1)NC1CCC(CC1)(O)C